NC1=NC(=C(C=2N1C(N(N2)CC(=O)NN)=O)C2=CC(=NC(=C2)C)C)C2=CC=CC=C2 2-(5-amino-8-(2,6-dimethylpyridin-4-yl)-3-oxo-7-phenyl-[1,2,4]triazolo[4,3-c]pyrimidin-2(3H)-yl)acethydrazide